tert-butyl N-[4-(6-bromo-2-pyridinyl) thiazol-2-yl]-N-tert-butoxycarbonyl-carbamate BrC1=CC=CC(=N1)C=1N=C(SC1)N(C(OC(C)(C)C)=O)C(=O)OC(C)(C)C